(S)-(4-(4-fluoropyrazolo[1,5-a]pyridin-2-yl)-1,4,6,7-tetrahydro-5H-imidazo[4,5-c]pyridin-5-yl)(5-(1-methyl-1H-pyrazol-3-yl)-1,3,4-thiadiazol-2-yl)methanone FC=1C=2N(C=CC1)N=C(C2)[C@H]2N(CCC1=C2N=CN1)C(=O)C=1SC(=NN1)C1=NN(C=C1)C